C(C)OC1=NC=CC(=C1)C1=CC=C(CN2C=CC3=C(C=CC(=C23)C(=O)NC2CC3(CCC3)C2)F)C=C1 (Sa)-6-(1-(4-(2-Ethoxypyridin-4-yl)benzyl)-4-fluoro-1H-indol-7-carboxamido)spiro[3.3]-heptan